(1r,4S)-4-hydroxy-4-(trifluoromethyl)cyclohexyl-2-methylpiperidine-4-carboxamide OC1(CCC(CC1)N1C(C[C@H](CC1)C(=O)N)C)C(F)(F)F